OC1=C(C=C(C=C1C(=O)O)O)CSCC=1C(=C(C(=O)O)C=C(C1)O)O 3-[(2,5-Dihydroxy-3-carboxyphenyl)methylthiomethyl]-2,5-dihydroxybenzoic acid